CC1=CC=C2C(=N1)N=C(O2)N2CCN(CC2)C(=O)C2=CC=C(C=C2)C=2N=NN(C2)C2(COC2)C [4-(5-methyl-[1,3]oxazolo[4,5-b]pyridin-2-yl)piperazin-1-yl]-[4-[1-(3-methyloxetan-3-yl)triazol-4-yl]phenyl]methanone